OCCNC(O[C@@H]1CC[C@H](CC1)C(N(C1=CC(=CC=C1)C=1C=NN(C1)C1CC1)C[C@@H]1CC[C@H](CC1)C1=NC(=C(C=C1)OC)C#N)=O)=O trans-4-(((trans-4-(6-Cyano-5-methoxypyridin-2-yl)cyclohexyl)methyl) (3-(1-cyclopropyl-1H-pyrazol-4-yl) phenyl)carbamoyl)cyclohexyl (2-hydroxyethyl)carbamate